pyridineamid N1=C(C=CC=C1)C(=O)N